methyl (1-benzyl-3-(benzyloxy)-4-(2-bromobenzyl)piperidin-4-yl)carbamate C(C1=CC=CC=C1)N1CC(C(CC1)(CC1=C(C=CC=C1)Br)NC(OC)=O)OCC1=CC=CC=C1